(+/-)-trans-3-((3-(methylcarbamoyl)-7-(trifluoromethyl)thieno[3,2-b]pyridin-5-yl)oxy)-4-morpholinopyrrolidine-1-carboxylic acid tert-butyl ester C(C)(C)(C)OC(=O)N1C[C@H]([C@@H](C1)N1CCOCC1)OC1=CC(=C2C(=N1)C(=CS2)C(NC)=O)C(F)(F)F |r|